(S)-1-(8,9-Difluoro-6-oxo-1,2,3,4,5,6-hexahydrobenzo[c][1,7]naphthyridin-1-yl)-3-(3,4-difluorophenyl)-1-methylurea FC=1C(=CC2=C(C(NC=3CNC[C@H](C23)N(C(=O)NC2=CC(=C(C=C2)F)F)C)=O)C1)F